Cl.COC1CCCC1 cyclopentyl methyl ether hydrogen chloride